C(C)OC([C@@H](NC1=C(C=C2C(=NC(=NC2=C1)C)N[C@H](C)C1=C(C(=CC=C1)C(F)(F)F)C)P(=O)(C)C)C)=O (6-(dimethylphosphoryl)-2-methyl-4-(((R)-1-(2-methyl-3-(trifluoromethyl)phenyl)ethyl)amino)Quinazolin-7-yl)alanine ethyl ester